hydroxy-pivaloyl-neopentyl glycol OC(O)(C(C)(CO)C)C(C(C)(C)C)=O